1-(tert-butyl)-4-(3-chloro-3,3-difluoroprop-1-en-2-yl)benzene C(C)(C)(C)C1=CC=C(C=C1)C(=C)C(F)(F)Cl